2-(1-(5-bromoisoindolin-2-yl)ethyl)-5-((1-(methylsulfonyl)piperidin-4-yl)methoxy)-4H-pyran-4-one BrC=1C=C2CN(CC2=CC1)C(C)C=1OC=C(C(C1)=O)OCC1CCN(CC1)S(=O)(=O)C